(±)-trans-tert-butyl-3-methoxy-4-(3-(trifluoromethyl) phenoxy)piperidine-1-carboxylate C(C)(C)(C)OC(=O)N1C[C@H]([C@@H](CC1)OC1=CC(=CC=C1)C(F)(F)F)OC |r|